3-hydroxy-4-methoxy-cinnamic acid OC=1C=C(C=CC(=O)O)C=CC1OC